2-((1-(3,4-dimethoxybenzyl)-1H-pyrazol-3-yl)methyl)isoindoline-1,3-dione COC=1C=C(CN2N=C(C=C2)CN2C(C3=CC=CC=C3C2=O)=O)C=CC1OC